C(CCC)[N+]1=CC=C(C=C1)C 1-butyl-4-methyl-pyridinium